S(=O)(=O)([O-])[O-].C(CCCCCCCCCCC)OS(=O)(=O)C1=CC=CC=C1.[Na+].[Na+] sodium dodecylbenzenesulfonate sulfate